6-(3-Chloro-2-fluoro-6-(trifluoromethyl)phenyl)pyrazine-2-carboxylic acid ClC=1C(=C(C(=CC1)C(F)(F)F)C1=CN=CC(=N1)C(=O)O)F